ClC1=NC=C(C(=C1)CNC(OCCCC)=O)F Butyl ((2-chloro-5-fluoropyridin-4-yl)methyl)carbamate